(±)-trans-4-phenyl-N-{3-[4-(trifluoromethyl)phenoxy]phenyl}pyrrolidine-3-carboxamide Methyl-(R)-4-(2-azido-3-(2H-tetrazol-2-yl)propoxy)-2-fluorobenzoate COC(C1=C(C=C(C=C1)OC[C@@H](CN1N=CN=N1)N=[N+]=[N-])F)=O.C1(=CC=CC=C1)[C@H]1[C@@H](CNC1)C(=O)NC1=CC(=CC=C1)OC1=CC=C(C=C1)C(F)(F)F |&1:29,30|